OC1(CC2C(CN(C2)C(=O)NC2=CC=C(C(=O)OC)C=C2)C1)C1=CC(=CC=C1)OC methyl 4-({[5-hydroxy-5-(3-methoxyphenyl)-octahydrocyclopenta[c]pyrrol-2-yl]carbonyl} amino)benzoate